N-((1,2,3,5,6,7-Hexahydro-s-indacen-4-yl)carbamoyl)pyrazine-2-sulfonamide, potassium salt [K].C1CCC2=C(C=3CCCC3C=C12)NC(=O)NS(=O)(=O)C1=NC=CN=C1